C(CCCCCCC)C(C(=O)OCCCCCCCN(CCCCCCCC(=O)OCCCCCCCCC(C)C)CCO)CCCCCCCC 7-((2-hydroxyethyl)(8-((9-methyldecyl)oxy)-8-oxooctyl)amino)heptyl 2-octyldecanoate